The molecule is a myo-inositol pentakisphosphate that consists of myo-inositol having the five phospho groups located at positions 1, 2, 3, 4 and 6 as well as a triphospho group at position 5. It derives from a myo-inositol. [C@H]1([C@H](C([C@H]([C@@H](C1OP(=O)(O)O)OP(=O)(O)O)OP(=O)(O)O)OP(=O)(O)OP(=O)(O)OP(=O)(O)O)OP(=O)(O)O)OP(=O)(O)O